C(CCCCCCCCCCC)N(CCCCCCCCCCCC)CCCCCCCCCCCC N,N-didodecyldodecan-1-amine